benzyl 4-[trans-4-[(4-bromo-2-pyridyl)oxy]cyclohexoxy]piperidine-1-carboxylate BrC1=CC(=NC=C1)O[C@@H]1CC[C@H](CC1)OC1CCN(CC1)C(=O)OCC1=CC=CC=C1